pentylacrylate C(CCCC)OC(C=C)=O